(-)-4-(4-{[2-(1,3-dimethyl-1H-pyrazol-4-yl)pyrrolidin-1-yl]methyl}-2-fluorophenoxy)benzamide CN1N=C(C(=C1)C1N(CCC1)CC1=CC(=C(OC2=CC=C(C(=O)N)C=C2)C=C1)F)C